2-(6-(((1R,3s,5S)-1,5-dimethyl-8-azabicyclo[3.2.1]octan-3-yl)(methyl)amino)pyridazin-3-yl)-3,4-difluoro-5-(6-methoxypyrimidin-4-yl)phenol C[C@]12CC(C[C@](CC1)(N2)C)N(C2=CC=C(N=N2)C2=C(C=C(C(=C2F)F)C2=NC=NC(=C2)OC)O)C